ClC=1C=C(O[C@H](C(=O)NC)C)C=C(C1CC=1C=C(C(=CC1)O)C1=CC=C(C=C1)Cl)Cl (S)-2-(3,5-dichloro-4-((4'-chloro-6-hydroxy-[1,1'-biphenyl]-3-yl)methyl)phenoxy)-N-methylpropanamide